N-[4-[8-amino-5-chloro-3-(trideuteriomethyl)imidazo[1,5-a]pyrazin-1-yl]-3-methyl-phenyl]-2-(3,5-difluoro-phenyl)-2-hydroxy-acetamide NC=1C=2N(C(=CN1)Cl)C(=NC2C2=C(C=C(C=C2)NC(C(O)C2=CC(=CC(=C2)F)F)=O)C)C([2H])([2H])[2H]